(R)-1-(2-chloropyridin-3-yl)ethyl (4-(5-((3R,5r)-1,1-difluorospiro[2.3]hexane-5-carboxamido)pyridin-2-yl)-1-methyl-1H-1,2,3-triazol-5-yl)carbamate FC1(CC12CC(C2)C(=O)NC=2C=CC(=NC2)C=2N=NN(C2NC(O[C@H](C)C=2C(=NC=CC2)Cl)=O)C)F